(1s,4s)-N4-(2-chloro-5-((1-(2,2,2-trifluoroethyl)-1H-pyrazol-4-yl)ethynyl)pyridin-4-yl)-N4-(2-fluoroethyl)cyclohexane-1,4-diamine ClC1=NC=C(C(=C1)N(C1CCC(CC1)N)CCF)C#CC=1C=NN(C1)CC(F)(F)F